O-decanoyl-threonine C(CCCCCCCCC)(=O)O[C@@H]([C@H](N)C(=O)O)C